C(C)(C)C1=CC=C(C=C1)NC1=NS(C2=C(N1)C(=CC=C2)C=2C(=NNC2)C)(=O)=O ((4-isopropylphenyl)amino)-5-(3-methyl-1H-pyrazol-4-yl)-4H-benzo[e][1,2,4]thiadiazine 1,1-dioxide